C(C1=CC=CC=C1)O[C@]1(C2=NN=C(C3=C(C=C(C(C(CCC\C=C/C1)=O)=N3)C(F)(F)F)NC(OC(C)(C)C)=O)O2)C(F)(F)F tert-butyl N-[(6R,8Z)-6-benzyloxy-13-oxo-6,15-bis(trifluoromethyl)-19-oxa-3,4,18-triazatricyclo[12.3.1.12,5]nonadeca-1(17),2,4,8,14(18),15-hexaen-17-yl]carbamate